1-(5-(Aminomethyl)-4-fluoropyridin-3-yl)dihydropyrimidine-2,4(1H,3H)-dione NCC=1C(=C(C=NC1)N1C(NC(CC1)=O)=O)F